6-cyano-5-methoxypyridin C(#N)C1=C(C=CC=N1)OC